2,2,2-Trifluoroethyl (S)-2-amino-3-(3-(benzyloxy)phenyl)propanoate hydrochloride Cl.N[C@H](C(=O)OCC(F)(F)F)CC1=CC(=CC=C1)OCC1=CC=CC=C1